(S)-6-ethyl-N-((S)-1-(5-(2-ethyl-7-methoxy-1-oxo-1,2-dihydroisoquinolin-6-yl)-1H-imidazol-2-yl)-7-oxononyl)-6-azaspiro[2.5]octane-1-carboxamide C(C)N1CCC2(C[C@@H]2C(=O)N[C@@H](CCCCCC(CC)=O)C=2NC(=CN2)C=2C=C3C=CN(C(C3=CC2OC)=O)CC)CC1